(1S,5R)-9-[(5-fluoro-2-pyridyl)methyl]-3-oxa-7,9-diazabicyclo[3.3.1]nonane FC=1C=CC(=NC1)CN1[C@@H]2COC[C@H]1CNC2